5-(4-(((R)-1-(3-(difluoromethyl)-2-fluorophenyl)ethyl)amino)-2-methyl-6-morpholino-7-oxo-6,7-dihydropyrido[4,3-d]pyrimidin-8-yl)-1-(tetrahydro-2H-pyran-2-yl)-1H-pyrazole-3-carbonitrile FC(C=1C(=C(C=CC1)[C@@H](C)NC=1C=2C(N=C(N1)C)=C(C(N(C2)N2CCOCC2)=O)C2=CC(=NN2C2OCCCC2)C#N)F)F